CC1=C(C(=O)O)C=CC=C1.CC1=C(C(=O)O)C=CC=C1.P(=O)(OOC(C1=CC=C(C=C1)CC)=O)(O)O p-ethylbenzoyloxy phosphate bis(2-methylbenzoate)